[N+](=O)([O-])C=1C=C(C=CC1)NC(C1=CC(=CC=C1)S(NC1=CC=C(C=C1)C)(=O)=O)=O N-(3-nitrophenyl)-3-(N-(p-tolyl)sulfamoyl)benzamide